C(C)(C)(C)OC(=O)N1C(C=C(CC1)C=1C=C2C(=C(NC2=CC1)C1=CC(=C(C=C1)OC)OC)C(C)C)=O 4-(2-(3,4-dimethoxyphenyl)-3-isopropyl-1H-indol-5-yl)-2-oxo-5,6-dihydropyridine-1(2H)-carboxylic acid tert-butyl ester